NC1=C(C=CC(=C1)C=1C(=NOC1C)C)NC1CCC(CC1)C(=O)OC Methyl (1r,4r)-4-((2-amino-4-(3,5-dimethylisoxazol-4-yl)phenyl)amino)cyclohexane-1-carboxylate